O=C1NCCC1NC1=C(N=C(S1)C(F)(F)F)C(=O)[O-] 5-((2-oxopyrrolidin-3-yl)amino)-2-(trifluoromethyl)thiazole-4-carboxylate